2-(1',1',3',3',3'-pentamethyldisiloxanyl)ethane-1-sulfonate C[Si](O[Si](C)(C)C)(C)CCS(=O)(=O)[O-]